tert-butyl (1S,3R,4R)-3-(hydroxymethyl)-2-azabicyclo[2.2.1]heptane-2-carboxylate OC[C@@H]1N([C@H]2CC[C@@H]1C2)C(=O)OC(C)(C)C